4-(PROP-2-YNYL)PHENYLBORONIC ACID C(C#C)C1=CC=C(C=C1)B(O)O